NC1=NC=C(C=C1CO)C1=CC=C2C(=N1)N(C(=C2)C2=NC1=C(N2C)C(=CC(=C1)C(=O)N1C[C@@H](C[C@H](C1)F)N)OC)CC1CC1 [2-amino-5-(2-{5-[(3R,5R)-3-amino-5-fluoropiperidine-1-carbonyl]-7-methoxy-1-methyl-1H-1,3-benzodiazol-2-yl}-1-(cyclopropylmethyl)-1H-pyrrolo[2,3-b]pyridin-6-yl)pyridin-3-yl]methanol